CC(C(=O)N1C[C@H]2OC3=C([C@@H]1C2)C=NC=C3C)(C)C 2,2-dimethyl-1-((2S,5S)-9-methyl-2,3-dihydro-2,5-methanopyrido[3,4-f][1,4]oxazepin-4(5H)-yl)propan-1-one